COC[C@H]1N(C(OC1)=C=O)C=1N=C2N(CCOC3=C2C=CC(=C3)N[C@H](C(=O)N)C)C1 (S)-2-((2-((R)-4-(methoxymethyl)-2-carbonyloxazolidin-3-yl)-5,6-dihydrobenzo[f]imidazo[1,2-d][1,4]oxazepin-9-yl)amino)propanamide